seryl nonacosanoate C(CCCCCCCCCCCCCCCCCCCCCCCCCCCC)(=O)OC([C@@H](N)CO)=O